(E)-6-amino-2-mercapto-5-((thiophen-2-ylmethylene)amino)pyrimidin-4-ol NC1=C(C(=NC(=N1)S)O)/N=C/C=1SC=CC1